pentaerythritol diphosphite bisphosphite P(O)(O)O.P(O)(O)O.OP(O)OP(O)O.OCC(CO)(CO)CO